2-(piperazin-1-yl)pyrazine N1(CCNCC1)C1=NC=CN=C1